CC(C)[C@@H](C)CC[C@@H](C)[C@H]1CC[C@H]2C3=CC=C4C[C@H](CC[C@]4(C)[C@H]3CC[C@]12C)O ergosta-5,7-dien-3β-ol